7-bromo-3-bromomethylbenzofuran BrC1=CC=CC=2C(=COC21)CBr